potassium isopropyltrifluoroborate salt C(C)(C)[B-](F)(F)F.[K+]